((2S,4s,6S)-6-((3-carbamoyl-7,8-dihydro-5H-pyrano[4,3-B]pyridin-2-yl) oxy) spiro[3.3]hept-2-yl) carbamate C(N)(OC1CC2(C1)CC(C2)OC2=C(C=C1C(=N2)CCOC1)C(N)=O)=O